C(#N)C1=C(C=CC(=C1)F)SC=1C=2N(C=C(C1)C=1C=NC(=CC1)N1CCC(CC1)O)N=CC2C#N 4-((2-cyano-4-fluorophenyl)thio)-6-(6-(4-hydroxypiperidin-1-yl)pyridin-3-yl)pyrazolo[1,5-a]pyridine-3-carbonitrile